(pyrrolidin-1-yl)but-2-en-1-one N1(CCCC1)C(C=CC)=O